ONC(CN(CC1=CC=C(C=C1)C1=CC=CC=C1)CC=1C=C(C(=O)O)C=CC1)=O 3-[[[2-(hydroxyamino)-2-oxo-ethyl]-[(4-biphenylyl)methyl]amino]-methyl]benzoic acid